N1N=CC(=C1)C1=CN=C(N=N1)C=1SC2=C(N1)SC(=N2)N 5-[6-(1H-pyrazol-4-yl)-1,2,4-triazin-3-yl][1,3]thiazolo[5,4-d][1,3]thiazol-2-amine